O=C1NC(CCC1N1C(C2=CC=C(C=C2C1=O)CCCNC(OC(C)(C)C)=O)=O)=O Tert-butyl N-[3-[2-(2,6-dioxo-3-piperidyl)-1,3-dioxo-isoindolin-5-yl]propyl]carbamate